1-methoxy-formaldehyde COC=O